(-)-menthyl-ethylene glycol carbonate C(O)(O)=O.C1(CC(C(CC1)C(C)C)C(CO)O)C